[Cl-].[Cl-].C1(=CC=C(C=C1)C(=[Zr+2](C1=C(C=CC=2C3=CC=C(C=C3CC12)C(C)(C)C)C(C)(C)C)C1C=C(C=C1C)C)C1=CC=C(C=C1)C)C bis(p-tolyl)methylene(3,5-dimethyl-cyclopentadienyl)(2,7-di-tert-butyl-fluorenyl)zirconium dichloride